C(CCCCCCC\C=C/CCCCCCCC)(=O)OCC(C)OC(CCCCCCC\C=C/CCCCCCCC)=O propane-1,2-diyl dioleate